C(#N)C=1C=CC(=C2N=CC=NC12)[C@@H]1C[C@@H](C[C@@H](C1)C)NC([C@H](C(C)C)O)=O (S)-N-((1R,3S,5R)-3-(8-cyanoquinoxalin-5-yl)-5-methylcyclohexyl)-2-hydroxy-3-methylbutanamide